(Z)-3-(1-hydroxybutenyl)benzofuran-2-one calcium salt [Ca].O\C(=C/CC)\C1C(OC2=C1C=CC=C2)=O